CC1=NOC(=C1C1=CC2=C(N(C(=N2)[C@@H]2CCC(N2C2=CC(=CC=C2)F)=O)[C@H]2CN(CC2)S(=O)(=O)C)C=C1)C (S)-5-(5-(3,5-dimethylisoxazol-4-yl)-1-((R)-1-(methanesulfonyl)pyrrolidin-3-yl)-1H-benzo[d]imidazol-2-yl)-1-(3-fluorophenyl)pyrrolidin-2-one